2-(5-(2,6-dichlorophenethyl)-2,3-dihydro-1H-inden-1-yl)-2-azaspiro[3.3]heptane-6-carboxylic acid ClC1=C(CCC=2C=C3CCC(C3=CC2)N2CC3(C2)CC(C3)C(=O)O)C(=CC=C1)Cl